BrC=1C=C2C(C3(CC=4COC=5C=CC(=CC5C4OC3)Br)COC2=CC1)=O 6,9'-Dibromo-2'H,4'H,5'H-spiro[chromane-3,3'-pyrano[3,2-c]chromen]-4-one